1,1'-binaphthalene-2,2'-diylbis(diphenylphosphane) C1=CC=C(C=C1)P(C2=CC=CC=C2)C3=C(C4=CC=CC=C4C=C3)C5=C(C=CC6=CC=CC=C65)P(C7=CC=CC=C7)C8=CC=CC=C8